2-[4-(N-methyl-3-methylsulfonylanilino)phenoxy]pyrido[3,4-d]pyrimidin-4-ol CN(C1=CC(=CC=C1)S(=O)(=O)C)C1=CC=C(OC=2N=C(C3=C(N2)C=NC=C3)O)C=C1